3-(5-((4-(4'-chloro-5,5-dimethyl-3,4,5,6-tetrahydro-[1,1'-biphenyl]-2-carbonyl)-2-(trifluoromethyl)piperazin-1-yl)methyl)-1-oxoisoindolin-2-yl)piperidine-2,6-dione ClC1=CC=C(C=C1)C1=C(CCC(C1)(C)C)C(=O)N1CC(N(CC1)CC=1C=C2CN(C(C2=CC1)=O)C1C(NC(CC1)=O)=O)C(F)(F)F